C(C)(C)(C)C1=CC=C(C=C1)N(C1=CC2=C(C3=C(O2)C=C2OC4=C(C2=C3)C3=CC=CC=C3C(=C4)N(C4=CC=C(C=C4)C(C)(C)C)C4=CC=C(C=C4)C(C)(C)C)C=4C=CC=CC14)C1=CC=C(C=C1)C(C)(C)C N5,N5,N11,N11-tetrakis(4-tert-butylphenyl)-dinaphtho[1,2-d:1',2'-d']Benzo[1,2-b:5,4-b']Difuran-5,11-diamine